C(C)OC(/C=C/[C@@H]1CN(CCC1)C(=O)OC(C)(C)C)=O (R,E)-tert-butyl 3-(3-ethoxy-3-oxoprop-1-en-1-yl)piperidine-1-carboxylate